C(C)C1(NC(N(C(C1)=O)C1C(COC2=CC=C(C=C12)C(=O)N[C@H]1[C@](CC2=CC=CC=C12)(C)O)OC)=N)CC 4-(4,4-diethyl-2-imino-6-oxo-hexahydropyrimidin-1-yl)-N-[(1R,2R)-2-hydroxy-2-methyl-indan-1-yl]-3-methoxy-chromane-6-carboxamide